(1S,2R,3S,4R)-4-(2-(5-chloropyridin-3-yl)-6-(methylamino)-9H-purin-9-yl)-N-ethyl-2,3-dihydroxylcyclopentaneformamide ClC=1C=C(C=NC1)C1=NC(=C2N=CN(C2=N1)[C@H]1[C@@H]([C@@H]([C@H](C1)C(=O)NCC)O)O)NC